(2S)-3-hydroxy-2-{4-[(2-methylpentyl)oxy]phenyl}-N-phenylpropionamide OC[C@@H](C(=O)NC1=CC=CC=C1)C1=CC=C(C=C1)OCC(CCC)C